FC(OC=1C=C(C=CC1)C1CN(C1)C(=O)N1C[C@@H]2[C@@H](OCC(N2)=O)CC1)(F)F (4aR,8aS)-6-(3-(3-(Trifluoromethoxy)phenyl)azetidin-1-carbonyl)hexahydro-2H-pyrido[4,3-b][1,4]oxazin-3(4H)-on